CC1=NC=NC=C1CN1CCC(CC1)C=1C=C2CN(C(C2=CC1)=O)C1C(NC(CC1)=O)=O 3-(5-(1-((4-methylpyrimidin-5-yl)methyl)piperidin-4-yl)-1-oxoisoindolin-2-yl)piperidine-2,6-dione